(2s,4S)-N-methyl-6-oxo-N-((1r,3R)-3-(o-tolyl)cyclobutyl)-7-oxa-5-azaspiro[3.4]octane-2-carboxamide CN(C(=O)C1CC2(C1)NC(OC2)=O)C2CC(C2)C2=C(C=CC=C2)C